C(C)(CC)C1CC=C(C1)CC(C=O)C 3-(4-sec-butyl-1-cyclopenten-1-yl)-2-methylpropanal